(rac)-1,6-dimethyl-4-[4-(5-methyl-1,3-benzoxazol-2-yl)piperidin-1-yl]-2-oxo-7-[tetrahydrofuran-3-yloxy]-1,2-dihydroquinoline-3-carbonitrile CN1C(C(=C(C2=CC(=C(C=C12)O[C@H]1COCC1)C)N1CCC(CC1)C=1OC2=C(N1)C=C(C=C2)C)C#N)=O |r|